ClC=1C(=C(C=CC1)NCC(=O)N1[C@@H]2CC([C@H]([C@H]1C(=O)N[C@H](C[C@H]1C(NCC1)=O)\C=C(/S(=O)(=O)C)\F)CC2)(F)F)C (1S,3S,4S)-2-((3-chloro-2-methylphenyl)glycyl)-5,5-difluoro-N-((R,Z)-4-fluoro-4-(methylsulfonyl)-1-((S)-2-oxopyrrolidin-3-yl)but-3-en-2-yl)-2-azabicyclo[2.2.2]octane-3-carboxamide